N1(CCNCC1)C1=CC=C(C=C1)C#CCN 3-(4-(piperazin-1-yl)phenyl)prop-2-yn-1-amine